C(C)C=1C=CC(=NC1)C1=NC(=NN1)SC(C(=O)C1=CC=CC=C1)C 2-{[5-(5-ethylpyridin-2-yl)-1H-1,2,4-triazol-3-yl]sulfanyl}-1-phenylpropan-1-on